5-[(3-Cyclopropyl-2-fluorophenyl)sulfinyl]-N-[2-(2,4-dimethylphenyl)-2,2-difluoroethyl]-2-methylisonicotinamide C1(CC1)C=1C(=C(C=CC1)S(=O)C1=CN=C(C=C1C(=O)NCC(F)(F)C1=C(C=C(C=C1)C)C)C)F